N1-(4-(2,6-dimethylmorpholino)-2-fluorophenyl)cyclobutane-1,3-diamine CC1OC(CN(C1)C1=CC(=C(C=C1)NC1CC(C1)N)F)C